FC(OC1=CC=C(C=C1)C1=NNC2=NC=C(C=C21)C2=CC=C(C=C2)N2CCN(CC2)C)F 3-(4-(difluoromethoxy)phenyl)-5-(4-(4-methylpiperazin-1-yl)phenyl)-1H-pyrazolo[3,4-b]pyridine